3,6-dimethoxy-2-(2-nitrobutyl)pyridine COC=1C(=NC(=CC1)OC)CC(CC)[N+](=O)[O-]